P(=O)(O)(O)OC[C@@H]1[C@H](C[C@@](O1)(N1C(=O)NC(=O)C(C)=C1)C1=CC=C(C=C1)[N+](=O)[O-])O p-nitrophenyl-thymidine 5'-monophosphate